N,N'-Bis(trimethylsilyl)-1,2-diaminobenzene C[Si](NC1=C(C=CC=C1)N[Si](C)(C)C)(C)C